(5-chloro-2-(tetrahydrofuran-2-yl)phenyl)sodium ClC=1C=CC(=C(C1)[Na])C1OCCC1